FC1=C(C(=CC(=C1)[N+](=O)[O-])F)N1CCN(CC1)C(=O)OC(C)(C)C tert-butyl 4-(2,6-difluoro-4-nitro-phenyl)piperazine-1-carboxylate